ClC1=C(C(=CC=C1Cl)O)[C@H]1CC(N(C1)C1=CC(=NC=C1)OC)=S |r| rac-4-(2,3-dichloro-6-hydroxyphenyl)-1-(2-methoxypyridin-4-yl)pyrrolidine-2-thione